NC1=CC=2C(N3[C@@H](COC2N=C1)C[C@@H](C3)O)=O (8S,9aR)-3-amino-8-hydroxy-8,9,9a,10-tetrahydro-5H,7H-pyrido[3,2-f]pyrrolo[2,1-c][1,4]oxazepin-5-one